CC(CCCCCCCC)CCCCCC(CCCCCCCCCCCC)C 9,15-Dimethylheptacosane